(R)-2-(((3-butyl-7-(methylthio)-1,1-dioxido-5-phenyl-2,3,4,5-tetrahydro-1,2,5-benzothiadiazepin-8-yl)methyl)thio)acetic acid C(CCC)[C@H]1NS(C2=C(N(C1)C1=CC=CC=C1)C=C(C(=C2)CSCC(=O)O)SC)(=O)=O